C(C)N1CCCC2=CC=CC(=C12)C=O 1-ethyl-1,2,3,4-tetrahydroquinoline-8-carbaldehyde